2',3',5'-tri-O-acetonyluridine C(C(=O)C)O[C@H]1[C@@H](O[C@@H]([C@H]1OCC(=O)C)COCC(=O)C)N1C(=O)NC(=O)C=C1